(3-amino-7-bromobenzo[b]thiophen-2-yl)(4,4-difluoropiperidin-1-yl)methanone NC=1C2=C(SC1C(=O)N1CCC(CC1)(F)F)C(=CC=C2)Br